N-(2-aminoethyl)-2-ethyl-4-[[3-[3-(trifluoromethyl)-1H-pyrazol-4-yl]imidazo[1,2-a]pyrazin-8-yl]amino]benzamide formate C(=O)O.NCCNC(C1=C(C=C(C=C1)NC=1C=2N(C=CN1)C(=CN2)C=2C(=NNC2)C(F)(F)F)CC)=O